(R)-(2-((tert-butoxycarbonyl)amino)-3-fluoropropyl)trifluoroborate C(C)(C)(C)OC(=O)N[C@H](C[B-](F)(F)F)CF